2-[(2S,4S)-4-[3-[3-[6-[8-(1,3-benzothiazol-2-ylcarbamoyl)-3,4-dihydro-1H-isoquinolin-2-yl]-2-tert-butoxycarbonyl-3-pyridyl]-2-methyl-phenoxy]propyl]-2-methyl-1-piperidyl]acetic acid S1C(=NC2=C1C=CC=C2)NC(=O)C=2C=CC=C1CCN(CC21)C2=CC=C(C(=N2)C(=O)OC(C)(C)C)C=2C(=C(OCCC[C@@H]1C[C@@H](N(CC1)CC(=O)O)C)C=CC2)C